para-aminomethylbenzaldehyde NCC1=CC=C(C=O)C=C1